ClC1=NC=CC2=C1C(=NN2C2OCCCC2)C 4-chloro-3-methyl-1-(tetrahydro-2H-pyran-2-yl)-1H-pyrazolo[4,3-c]pyridine